ethyl 8-methoxy-9-(2-methyl-2H-tetrazol-5-yl)-1-(2,2,2-trifluoroethyl)-5,6-dihydropyrrolo[2,1-a]isoquinoline-3-carboxylate COC=1C=C2CCN3C(C2=CC1C=1N=NN(N1)C)=C(C=C3C(=O)OCC)CC(F)(F)F